(6-chloro-2,3-dihydrobenzo[f][1,4]thiazepin-4(5H)-yl)(piperazin-1-yl)methanone ClC1=CC=CC2=C1CN(CCS2)C(=O)N2CCNCC2